6-(((6-(5,6-dihydropyrrolo[3,4-c]pyrrol-2(4H)-yl)pyridin-2-yl)oxy)methyl)nicotinonitrile bis(2,2,2-trifluoroacetate) FC(C(=O)O)(F)F.FC(C(=O)O)(F)F.C=1N(C=C2C1CNC2)C2=CC=CC(=N2)OCC2=NC=C(C#N)C=C2